2-((2-chloro-2'-ethyl-3'-(3-morpholinopropoxy)-[1,1'-biphenyl]-3-yl)methoxy)-4,6-dimethoxypyrimidine-5-carbaldehyde ClC1=C(C=CC=C1COC1=NC(=C(C(=N1)OC)C=O)OC)C1=C(C(=CC=C1)OCCCN1CCOCC1)CC